C(C=O)[C@@H]([C@@H](COP(=O)(O)O)O)O The molecule is the 5-O-phosphono derivative of 2-deoxy-D-ribose. It has a role as a metabolite. It derives from a D-ribose. It is a conjugate acid of a 2-deoxy-D-ribose 5-phosphate(2-).